((R)-oxiran-2-yl)6-hydroxy-2,5,7,8-tetramethylchroman-2-carboxylic acid methyl ester COC(=O)C1(OC2=C(C(=C(C(=C2CC1[C@H]1OC1)C)O)C)C)C